ClC=1C=C(C=CC1)NC(=O)NCC1=NC(=NC=C1)OCC(F)(F)F 1-(3-chlorophenyl)-3-[[2-(2,2,2-trifluoroethoxy)pyrimidin-4-yl]methyl]urea